(2S,3S)-piperazine-2,3-dicarboxylic acid dimethyl ester COC(=O)[C@H]1NCCN[C@@H]1C(=O)OC